CC1(OB(OC1(C)C)C1=C(C=CC=C1)C1=CC=C(C=C1)CC(=O)OC(C)(C)C)C tert-Butyl 2-(2'-(4,4,5,5-tetramethyl-1,3,2-dioxaborolan-2-yl)-[1,1'-biphenyl]-4-yl)acetate